(S)-3-(1-(4-(4-(3,5-dimethyl-1H-1,2,4-triazol-1-yl)-1,3,5-triazin-2-yl)piperazine-1-carbonyl)-4,5-dihydro-1H-pyrazol-5-yl)-5-fluorobenzonitrile CC1=NN(C(=N1)C)C1=NC(=NC=N1)N1CCN(CC1)C(=O)N1N=CC[C@H]1C=1C=C(C#N)C=C(C1)F